2-chloro-9-isopropyl-N-{[2-(1,3-oxazol-4-yl)phenyl]methyl}purin-6-amine ClC1=NC(=C2N=CN(C2=N1)C(C)C)NCC1=C(C=CC=C1)C=1N=COC1